tert-butyl (1S,2R,5S)-7-oxo-6-oxabicyclo[3.2.1]octane-2-carboxylate O=C1O[C@H]2CC[C@H]([C@@H]1C2)C(=O)OC(C)(C)C